(S)-8-(2-amino-6-((R)-1-(5-chloro-3'-(trifluoromethyl)-[1,1'-biphenyl]-2-yl)-2,2,2-trifluoroethoxy)pyrimidin-4-yl)-2,8-diazaspiro[4.5]decane-3-carboxylic acid NC1=NC(=CC(=N1)N1CCC2(C[C@H](NC2)C(=O)O)CC1)O[C@@H](C(F)(F)F)C1=C(C=C(C=C1)Cl)C1=CC(=CC=C1)C(F)(F)F